6-ethoxy-4-{[(1S,2S,5R)-4-oxo-3-azabicyclo[3.1.0]hex-2-yl]methoxy}quinoline-7-carboxamide C(C)OC=1C=C2C(=CC=NC2=CC1C(=O)N)OC[C@@H]1[C@H]2C[C@H]2C(N1)=O